BrC1=CC(=CC2=C1OC1=C2C=CC=C1)C 4-bromo-2-methyldibenzo[b,d]furan